S1(CC=CC=C1)(=O)=O 2H-thiopyran 1,1-dioxide